(S)-N-(7-amino-1-(2,6-difluorophenoxy)-2-oxohept-3-yl)-2-fluoronicotinamide NCCCC[C@@H](C(COC1=C(C=CC=C1F)F)=O)NC(C1=C(N=CC=C1)F)=O